3,3-dibromomethyloxetane BrCC1(COC1)CBr